C(C)OC(=O)C1C2CC(CC12)C(=O)O 6-(Ethoxycarbonyl)bicyclo[3.1.0]hexane-3-carboxylic acid